C(C1=CC=CC=C1)OC=1C(=NC=NC1Cl)C(=O)O 5-(benzyloxy)-6-chloropyrimidine-4-carboxylic acid